CC(=O)OC[C@H]([C@H]([C@H]1[C@@H]([C@H](CC(O1)(C(=O)O)O)O)N)O)O The molecule is the acetate ester of the primary hydroxy group of neuraminic acid. It is an acetate ester and a member of neuraminic acids. It derives from a keto-neuraminic acid and a 5-amino-3,5-dideoxy-D-glycero-D-galacto-non-2-ulopyranosonic acid.